N(=[N+]=[N-])CC1=CC=CC(=N1)N1CC(C1)C(C)(C)O 2-(1-(6-(azidomethyl)pyridin-2-yl)azetidin-3-yl)propan-2-ol